butyl 2-(2-(((5-(2-(2-(dimethylamino)ethoxy)ethoxy)-6-methoxybenzo[d]thiazol-2-yl)methyl)carbamoyl)-2,3-dihydro-1H-inden-2-yl)acetate CN(CCOCCOC=1C(=CC2=C(N=C(S2)CNC(=O)C2(CC3=CC=CC=C3C2)CC(=O)OCCCC)C1)OC)C